mono-allyl-amine C(C=C)N